(S)-6-((4-((2-hydroxy-1-phenylethyl)amino)-5-(3-morpholino-1,2,4-oxadiazol-5-yl)pyrimidin-2-yl)amino)-1-isopropyl-2-propyl-1,2-dihydro-3H-pyrazolo[3,4-b]pyridin-3-one OC[C@H](C1=CC=CC=C1)NC1=NC(=NC=C1C1=NC(=NO1)N1CCOCC1)NC1=CC=C2C(=N1)N(N(C2=O)CCC)C(C)C